C(C1=CC=CC=C1)S(=O)(=O)N1C=C(C2=CC=CC=C12)C=O 1-toluenesulfonyl-1H-indole-3-formaldehyde